3-(4,5-dimethoxy-2-nitrobenzamido)-7,8-dihydro-1,6-naphthyridine-6(5H)-carboxylic acid tert-butyl ester C(C)(C)(C)OC(=O)N1CC=2C=C(C=NC2CC1)NC(C1=C(C=C(C(=C1)OC)OC)[N+](=O)[O-])=O